OCCCN1CCC2=CC(=CC(=C12)C(=O)N)CC(C)NCCOC1=C(C=CC=C1)OCC(F)(F)F 1-(3-hydroxypropyl)-5-[2-[[2-[2-(2,2,2-trifluoroethoxy)phenoxy]ethyl]amino]propyl]indoline-7-carboxamide